(S)-N,N-bis(4-methoxybenzyl)-1-(2-methoxypropyl)-1H-pyrazole-3-sulfonamide COC1=CC=C(CN(S(=O)(=O)C2=NN(C=C2)C[C@H](C)OC)CC2=CC=C(C=C2)OC)C=C1